xylenyl cyanide C1(C(C=CC=C1)C)(C)C#N